3-(2-chloro-4-nitrophenoxy)pyridine ClC1=C(OC=2C=NC=CC2)C=CC(=C1)[N+](=O)[O-]